C(=O)C1CCN(CC1)C=1C=C(C=CC1)NC=1C=C(C=2N(N1)C(=CN2)C(=O)N)NC 6-{[3-(4-formylpiperidin-1-yl)phenyl]amino}-8-(methylamino)imidazo[1,2-b]pyridazine-3-carboxamide